COC1=C(C=CC=C1)N(C(=O)OCC1CCC(CC1)COCC(=O)O)C1=CC=CC=C1 2-(((1s,4s)-4-(((2-methoxyphenyl)(phenyl)carbamoyloxy)methyl)cyclohexyl)methoxy)acetic acid